tert-Butyl-4-(7-fluoro-2,3-dioxo-2,3-dihydropyrido[2,3-b]pyrazin-4(1H)-yl)piperidin C(C)(C)(C)N1CCC(CC1)N1C2=C(NC(C1=O)=O)C=C(C=N2)F